C[N+](CCOC(=O)C1C2=CC=CC=C2OC=2C=CC=CC12)(C(C)C)C(C)C methyl-di(propan-2-yl)-[2-(9H-xanthene-9-carbonyloxy)ethyl]azanium